CC(C)=CCCC(CC)C 2,6-dimethyloct-2-ene